styrene tantalum [Ta].C=CC1=CC=CC=C1